C(#N)C1=CC=C(C=N1)OC1=CC=C(C=C1)C(CC)(CC)C1=CC=C(OC2CC(C2)NC(OC(C)(C)C)=O)C=C1 tert-butyl ((1s,3s)-3-(4-(3-(4-((6-cyanopyridin-3-yl)oxy)phenyl) pentan-3-yl)phenoxy)cyclobutyl)carbamate